C1=CC=C(C=C1)NC2=CC=C(C=C2)N The molecule is an aromatic amine that is the 4-amino derivative of diphenylamine. It has a role as an allergen. It is a secondary amino compound and an aromatic amine. It derives from a diphenylamine.